N-(1,3-benzodioxol-4-ylmethyl)-2-[2-(1-piperidinyl)-4-pyridinyl]ethylamine O1COC2=C1C=CC=C2CNCCC2=CC(=NC=C2)N2CCCCC2